piperazine mono-hydrofluoric acid salt F.N1CCNCC1